ClC=1C=C(C=CC1)C#CC1=NN=C2N1CCN(C2)C(=O)N(C)OC 3-[2-(3-Chlorophenyl)ethynyl]-N-methoxy-N-methyl-6,8-dihydro-5H-[1,2,4]triazolo[4,3-a]pyrazine-7-carboxamide